CC1(NCCC2=C1N=C(N=C2N2[C@@H](COCC2)C)C2=C1C=CNC1=CC=C2)C (R)-8,8-dimethyl-2-(1H-indol-4-yl)-4-(3-methylmorpholin-4-yl)-5,6,7,8-tetrahydropyrido[3,4-d]pyrimidine